[Ti].[Ca].[Br].[Pb] lead bromine calcium titanium